C(C)O.[Sn] TiN ethanol